FC1=CC=C(C=C1)NC(C(C)C=1C=C2CCCN(C2=CC1)C(=O)C1(CC1)C(F)(F)F)=O N-(4-Fluorophenyl)-2-{1-[1-(trifluoromethyl)cyclopropan-1-carbonyl]-1,2,3,4-tetrahydrochinolin-6-yl}propanamid